2-(4-((3-fluoropropyl)thio)-2,5-bis(methoxy-d3)phenyl)ethan-1-amine FCCCSC1=CC(=C(C=C1OC([2H])([2H])[2H])CCN)OC([2H])([2H])[2H]